(S,Z)-3-(Methoxyimino)-1-(2'-methyl-[1,1'-biphenyl]-4-carbonyl)-1,7-diazaspiro[4.4]nonan-6-one CO\N=C\1/CN([C@@]2(C1)C(NCC2)=O)C(=O)C2=CC=C(C=C2)C2=C(C=CC=C2)C